FC1=C(COC2=C(C(N(C(=C2)C)C=2C=C(C(=O)N(C)CCOC)C=CC2)=O)Br)C=CC(=C1)F 3-(4-(2,4-difluorobenzyloxy)-3-bromo-6-methyl-2-oxopyridin-1(2H)-yl)-N-(2-methoxyethyl)-N-methylbenzamide